N-(3,4-Dichlorobenzyl)pyrido[3,2-d]pyrimidin-2-amine ClC=1C=C(CNC=2N=CC3=C(N2)C=CC=N3)C=CC1Cl